N-[2-(4,4-difluorocyclohexyl)-4-(3-fluoro-2-pyridinyl)-3-pyridinyl]-5,6-difluoro-pyridine-3-carboxamide FC1(CCC(CC1)C1=NC=CC(=C1NC(=O)C=1C=NC(=C(C1)F)F)C1=NC=CC=C1F)F